Ethyl 1-[1-{4-chloro-4'-[4-(2,2-dimethylpropyl)piperazin-1-yl][1,1'-biphenyl]-2-yl}piperidin-3-yl]-5-(difluoromethyl)-1H-pyrazole-4-carboxylate ClC1=CC(=C(C=C1)C1=CC=C(C=C1)N1CCN(CC1)CC(C)(C)C)N1CC(CCC1)N1N=CC(=C1C(F)F)C(=O)OCC